S1(C=NC2=C1C=CC=C2)(=O)=O benzothiazole-dione